(S)-2-amino-4-fluoro-4-methylpentanoic acid N[C@H](C(=O)O)CC(C)(C)F